CCCCCCCCCCCCCCCCCCCC(=O)O[C@H](COC(=O)CCCCC/C=C\C/C=C\C/C=C\C/C=C\CCCCC)COP(=O)(O)OC[C@H](CO)O 1-(7Z,10Z,13Z,16Z-docosatetraenoyl)-2-eicosanoyl-glycero-3-phospho-(1'-sn-glycerol)